methyl N-[4-[6-[(4-chlorophenyl)-(cyclopropylmethyl) carbamoyl] imidazo[1,2-a]pyridin-3-yl]phenyl]carbamate ClC1=CC=C(C=C1)N(C(=O)C=1C=CC=2N(C1)C(=CN2)C2=CC=C(C=C2)NC(OC)=O)CC2CC2